ClC1=NC=C(C(=C1)N1[C@@H](CN(CC1)CC[C@@H]1CC[C@H](CC1)N)C)Cl trans-4-(2-((R)-4-(2,5-dichloropyridin-4-yl)-3-methylpiperazin-1-yl)ethyl)cyclohexan-1-amine